methyl (2-(4-((tert-butoxycarbonyl)amino)phenyl)thiazole-4-carbonyl)glycylserinate C(C)(C)(C)OC(=O)NC1=CC=C(C=C1)C=1SC=C(N1)C(=O)NCC(=O)N[C@@H](CO)C(=O)OC